2-[(6R)-6-[1-(cyclopropylmethyl)pyrazol-4-yl]-3,6-dihydro-2H-pyran-4-yl]-4-[2-fluoro-4-(trifluoromethyl)phenyl]-6,7-dimethyl-pteridine C1(CC1)CN1N=CC(=C1)[C@H]1C=C(CCO1)C1=NC2=NC(=C(N=C2C(=N1)C1=C(C=C(C=C1)C(F)(F)F)F)C)C